fluoromethyl-(2-methoxy-1-methoxycarbonyl-2-oxo-ethyl)-phenyl-sulfonium FC[S+](C1=CC=CC=C1)C(C(=O)OC)C(=O)OC